C1(CCCC1)C=1CCCC2=C(C1C1=CC=C(C=C1)N1CCC(CC1)CN1CCN(CC1)C=1C=C3CN(C(C3=CC1)=O)[C@@H]1C(NC(CC1)=O)=O)C=CC(=C2)O (S)-3-(5-(4-((1-(4-(8-cyclopentyl-3-hydroxy-6,7-dihydro-5H-benzo[7]annulen-9-yl)phenyl)piperidin-4-yl)methyl)piperazin-1-yl)-1-oxoisoindolin-2-yl)piperidine-2,6-dione